N-stearoylglutamic acid dihexylamide C(CCCCC)N(C([C@@H](NC(CCCCCCCCCCCCCCCCC)=O)CCC(=O)O)=O)CCCCCC